FC(C=1C(=CNC(C1)=O)C(=O)NC1=C(C=C(C(=C1)C=1C=NC(=CC1)N1CCOCC1)F)N1C[C@H](N(CC1)C)C)F 4-(difluoromethyl)-N-[4-fluoro-5-(6-morpholin-4-ylpyridin-3-yl)-2-[(3R)-3,4-dimethylpiperazin-1-yl]phenyl]-6-oxo-1H-pyridine-3-carboxamide